tert-Butyl 3-[2-(methoxymethoxy)-6-methyl-4-(trifluoromethyl)phenyl]-5H-pyrrolo[3,2-c]pyridazine-5-carboxylate COCOC1=C(C(=CC(=C1)C(F)(F)F)C)C1=CC2=C(N=N1)C=CN2C(=O)OC(C)(C)C